3-((1-(bis(4-methoxyphenyl)(phenyl)methoxy)pentan-3-yl)disulfanyl)propan-1-ol COC1=CC=C(C=C1)C(OCCC(CC)SSCCCO)(C1=CC=CC=C1)C1=CC=C(C=C1)OC